ClC=1C=C(OC2=CC=C(C=C2)NC=2C3=C(N=CN2)NC=C3)C=CC1 N-[4-(3-chlorophenoxy)phenyl]-7H-pyrrolo[2,3-d]pyrimidin-4-amine